3-(2,6-difluoro-3,5-dimethoxyphenyl)-1-((1-ethyl-1H-pyrazol-4-yl)methyl)-7-(1-methyl-1H-pyrazol-3-yl)-3,4-dihydropyrido[4,3-d]pyrimidin-2(1H)-one FC1=C(C(=C(C=C1OC)OC)F)N1C(N(C2=C(C1)C=NC(=C2)C2=NN(C=C2)C)CC=2C=NN(C2)CC)=O